(4-(4-methylpiperazin-1-yl)-3-nitrophenyl)-1H-1,2,3-triazole-4-carboxylic acid methyl ester COC(=O)C=1N=NN(C1)C1=CC(=C(C=C1)N1CCN(CC1)C)[N+](=O)[O-]